ClC1=CC=C(C=C1)C1=C(CCC(C1)(C)C)CN1CCN(CC1)C(=O)C=1C(=C2CN(C(C2=CC1)=O)C1C(NC(CC1)=O)=O)F 3-(5-(4-((4'-chloro-5,5-dimethyl-3,4,5,6-tetrahydro-[1,1'-biphenyl]-2-yl)methyl)piperazine-1-carbonyl)-4-fluoro-1-oxoisoindolin-2-yl)piperidine-2,6-dione